O1C2=C(OCC1)C=C(C=C2)C2=NN(C(=C2O)C)C 3-(2,3-Dihydrobenzo[b][1,4]dioxin-6-yl)-1,5-dimethyl-pyrazol-4-ol